C(CC)OC(C1=C(C=CC=C1)C#N)=O.C(#N)[C@H]1N([C@H]2C[C@H]2C1)C(CNC(=O)C1=CC=NC2=CC(=CC=C12)C(C)O)=O N-(2-((1s,3s,5s)-3-cyano-2-azabicyclo[3.1.0]hex-2-yl)-2-oxoethyl)-7-(1-hydroxyethyl)quinoline-4-carboxamide propyl-o-cyanobenzoate